1-Ethyl-2H-3,1-benzoxazine-2,4(1H)-dione C(C)N1C(OC(C2=C1C=CC=C2)=O)=O